FC(F)C1=NC(=CC(=C1C(=O)NC=1SC2=C(C=NC(=C2)C(C)C)N1)C1=CC=NC=C1OC)C1=C(N=NN1C)C (difluoromethyl)-6-(1,4-dimethyl-1H-1,2,3-triazol-5-yl)-N-(6-isopropylthiazolo[4,5-c]pyridin-2-yl)-5'-methoxy-[4,4'-bipyridin]-3-carboxamide